FC1=CC(=C(C=C1)C(N1C[C@@H](N(C[C@H]1C)C1=C(C(N(C=2C=CC(=NC12)C#N)C)=O)[N+](=O)[O-])C)C1=CC=C(C=C1)F)OC 8-((2S,5R)-4-((4-fluoro-2-methoxyphenyl)(4-fluorophenyl)methyl)-2,5-dimethylpiperazin-1-yl)-5-methyl-7-nitro-6-oxo-5,6-dihydro-1,5-naphthyridine-2-carbonitrile